2-[(hex-5-enylamino)methyl]-2-methyl-pentanoic acid C(CCCC=C)NCC(C(=O)O)(CCC)C